C[SH+]C1=NC2=CC=CC=C2C=N1 methylsulfoniOquinazolin